3-(4-((2-chlorophenyl)diphenylmethoxy)-3-methoxyphenyl)propanoic acid ClC1=C(C=CC=C1)C(OC1=C(C=C(C=C1)CCC(=O)O)OC)(C1=CC=CC=C1)C1=CC=CC=C1